(E)-5-(2-azidoethyl)-6-styrylbenzo[d][1,3]diazole N(=[N+]=[N-])CCC1=CC2=C(NC=N2)C=C1\C=C\C1=CC=CC=C1